1,1'-oxybis(1,3-dihydrobenzo[c][1,2]oxaborole) O(B1OCC2=C1C=CC=C2)B2OCC1=C2C=CC=C1